methyl 4-(bis(4-methoxybenzyl)amino)-1-(4-hydroxy-2,6-dimethylphenyl)-6-oxo-1,6-dihydropyrimidine-5-carboxylate COC1=CC=C(CN(C=2N=CN(C(C2C(=O)OC)=O)C2=C(C=C(C=C2C)O)C)CC2=CC=C(C=C2)OC)C=C1